BrC1=C(C=C(C(=C1)Br)C(=O)O)C(=O)O 4,6-Dibromobenzene-1,3-dicarboxylic acid